Cl.C(=C)C(C1=CC=CC=C1)NCCC[Si](OC)(OC)OC N-(vinylbenzyl)-3-aminopropyltrimethoxysilane hydrochloride